C(C1=CC=CC=C1)OC(=O)N1CC(C1)CN1C(=NC2=C1C(=CC(=C2)C(=O)OC)F)C=2N(C1=CC=CC=C1C2)CC2CC2 methyl 1-((1-((benzyloxy)carbonyl)azetidin-3-yl)methyl)-2-(1-(cyclopropylmethyl)-1H-indol-2-yl)-7-fluoro-1H-benzo[d]imidazole-5-carboxylate